C(=O)(OC(C)(C)C)OC(=O)[O-] tertiaryButyl dicarbonate